BrC1=C2C(N(C=NC2=CC=C1O)C1COC2(C1)CCN(CC2)C(=O)OC(C)(C)C)=O tert-butyl 3-(5-bromo-6-hydroxy-4-oxo-quinazolin-3-yl)-1-oxa-8-azaspiro[4.5]decane-8-carboxylate